(3-Chloropyrazin-2-yl)acetonitrile ClC=1C(=NC=CN1)CC#N